C(C)C1=NN2C(N=C(C=C2)N[C@H](C)C2=CC(=CC=3CC(OC32)(CF)CN=[N+]=[N-])F)=C1 ethyl-5-(((1R)-1-(2-(azidomethyl)-5-fluoro-2-(fluoromethyl)-2,3-dihydrobenzofuran-7-yl)ethyl)amino)pyrazolo[1,5-a]pyrimidine